(S)-2-ethyl 3-methyl 7-fluoro-3,4-dihydroisoquinoline-2,3(1H)-dicarboxylate FC1=CC=C2C[C@H](N(CC2=C1)C(=O)OCC)C(=O)OC